CN(C=1C=C(CN(C2=NC=C(C=C2)COCCOC2=CC(=CC=C2)N(C)C)CC2=CC(=CC=C2)OC)C=CC1)C N-(3-(dimethylamino)benzyl)-5-((2-(3-(dimethylamino)phenoxy)ethoxy)methyl)-N-(3-methoxybenzyl)pyridin-2-amine